FC(C1(CC1)CCOC1=NN(C=C1)C1=CC(=C(C=N1)C(=O)OC)Cl)(F)F methyl 6-(3-(2-(1-(trifluoromethyl) cyclopropyl) ethoxy)-1H-pyrazol-1-yl)-4-chloropyridine-3-carboxylate